1-benzyl-4-[(5,6-dimethoxy-1-indenone-2-yl)methyl]piperidine methyl-2-(2,4-dimethyl-1,3-dioxo-1,2,3,4-tetrahydroisoquinolin-4-yl)acetate COC(CC1(C(N(C(C2=CC=CC=C12)=O)C)=O)C)=O.C(C1=CC=CC=C1)N1CCC(CC1)CC=1C(C2=CC(=C(C=C2C1)OC)OC)=O